(Sa)-6-(4-Chloro-1-(naphthalin-2-ylmethyl)-1H-indazol-7-carboxamido)spiro[3.3]heptan ClC1=C2C=NN(C2=C(C=C1)C(=O)NC1CC2(CCC2)C1)CC1=CC2=CC=CC=C2C=C1